FC(C1CC=NO1)(F)F 5-(trifluoromethyl)-4H-1,2-oxazole